1-cyclobutyl-N-((6-((4-(6-(methylthio)-1H-indazol-4-yl)-1H-1,2,3-triazol-1-yl)methyl)-1H-indole-2-yl)methyl)methylamine C1(CCC1)CNCC=1NC2=CC(=CC=C2C1)CN1N=NC(=C1)C1=C2C=NNC2=CC(=C1)SC